FC1=CC=C(OCC2N(C3CC(C2C)C3)C(=O)C=3N=C(SC3N3N=CC=N3)C)C=C1 3-[(4-Fluorophenoxy)methyl]-4-methyl-2-[2-methyl-5-(2H-1,2,3-triazol-2-yl)-1,3-thiazol-4-carbonyl]-2-azabicyclo[3.1.1]heptan